pyrido[3,4-d]pyrimidine-6-carboxamide N1=CN=CC2=C1C=NC(=C2)C(=O)N